ethyl 2-(2-((5-bromobenzofuran-3-yl)methoxy)-5-fluorophenyl)acetate BrC=1C=CC2=C(C(=CO2)COC2=C(C=C(C=C2)F)CC(=O)OCC)C1